NCCCCOCCCCC1=CC2=C(N(C(N2C)=O)C2C(NC(CC2)=O)=O)C=C1 3-[5-[4-(4-aminobutoxy)butyl]-3-methyl-2-oxo-2,3-dihydro-1H-1,3-benzodiazol-1-yl]piperidine-2,6-dione